(S)-1-((S)-4-(4-((4-([1,2,4]triazolo[1,5-a]pyridin-7-yloxy)-3-methylphenyl)amino)pyrrolo[2,1-f][1,2,4]triazin-5-yl)azepan-1-yl)-2-chloro-2-fluoroethan-1-one N=1C=NN2C1C=C(C=C2)OC2=C(C=C(C=C2)NC2=NC=NN1C2=C(C=C1)[C@@H]1CCN(CCC1)C([C@@H](F)Cl)=O)C